FC=1C=CC2=C(N(CCC(N2)=O)CC2=CC=C(C(=O)NO)C=C2)C1 4-((8-fluoro-4-oxo-2,3,4,5-tetrahydro-1H-benzo[b][1,4]diazepin-1-yl)methyl)-N-hydroxybenzoamide